C1(=CC=CC=C1)[C@H]1CNCCO1 (S)-2-phenyl-morpholine